((1s,2s)-2-methylcyclopropyl)-2-oxo-1-(3-(2-oxoethyl)benzyl)-1,2-dihydropyridine-3,5-dicarboxamide C[C@@H]1[C@H](C1)C1=C(C(N(C=C1C(=O)N)CC1=CC(=CC=C1)CC=O)=O)C(=O)N